(5-methoxy-7-methyl-1H-indol-4-yl-(methyl)piperazin-2-yl)benzoic acid COC=1C(=C2C=CNC2=C(C1)C)C1(N(CCNC1)C)C1=C(C(=O)O)C=CC=C1